2-{[6-({2-azaspiro[3.3]heptan-2-yl}methyl)imidazo[1,2-a]pyridin-2-yl]methyl}-5-{7-oxa-2-azaspiro[3.5]nonan-2-yl}-1,2-dihydro-2,7-naphthyridin-1-one C1N(CC12CCC2)CC=2C=CC=1N(C2)C=C(N1)CN1C(C2=CN=CC(=C2C=C1)N1CC2(C1)CCOCC2)=O